1-t-butyloxycarbonyl-4-(5-cyclopropoxy-2-methyl-4-nitrophenyl)-3-piperidinone C(C)(C)(C)OC(=O)N1CC(C(CC1)C1=C(C=C(C(=C1)OC1CC1)[N+](=O)[O-])C)=O